5-((3-(4-(oxetan-3-yloxy)phenyl)propyl)amino)-6-oxo-2-phenylpyrimidin O1CC(C1)OC1=CC=C(C=C1)CCCNC1=CN=C(NC1=O)C1=CC=CC=C1